(R)-4-(2-amino-3-phenylpropoxy)-6-methoxy-2-methylpyrimidine-5-carboxylic acid phenylmethyl ester trifluoroacetate salt FC(C(=O)O)(F)F.C1(=CC=CC=C1)COC(=O)C=1C(=NC(=NC1OC)C)OC[C@@H](CC1=CC=CC=C1)N